C(C1=CC=C(C(=O)[O-])C=C1)(=O)OCCOC(C1=CC=C(C(=O)OCCOC(C2=CC=C(C(=O)[O-])C=C2)=O)C=C1)=O ((terephthaloylbis(oxy))bis(ethane-2,1-diyl)) diterephthalate